C(C)(C)(C)OC(=O)N1CCC(CC1)(C(N[C@H](CCC=O)C1=CC=CC=C1)=O)SCC1=CC=C(C=C1)OC (R)-4-((4-methoxybenzyl)thio)-4-((4-oxo-1-phenylbutyl)carbamoyl)piperidine-1-carboxylic acid tert-butyl ester